NC1=CC(=C(C=C1OC)N1CCC2(CCN(CC2)C(=O)OCC2=CC=CC=C2)CC1)CC benzyl 9-(4-amino-2-ethyl-5-methoxyphenyl)-3,9-diazaspiro[5.5]undecane-3-carboxylate